C(CCC)[N+]1=C(C(=C(C(=C1)C)C)C)C 1-butyl-tetramethylpyridinium